CC1(C(=[N+](C=2C=CC3=C(C12)C=CC=C3)CCCS(=O)(=O)O)C)C (l)-1,1,2-Trimethyl-3-(3-sulfopropyl)-1H-benz[e]indolium